[Si](C)(C)(C(C)(C)C)OC[C@H]1N(CCC1)C1=CC(=CC(=C1)Br)Br (S)-2-(((tert-butyldimethylsilyl)oxy)methyl)-1-(3,5-dibromophenyl)pyrrolidine